(2S,3S)-1-methyl-5-oxo-N-(3-(9-oxo-3-azaspiro[5.5]undecan-3-yl)propyl)-2-(pyridin-3-yl)pyrrolidine-3-carboxamide CN1[C@@H]([C@H](CC1=O)C(=O)NCCCN1CCC2(CC1)CCC(CC2)=O)C=2C=NC=CC2